2-(cyclopropylamino)-6-(5-methyl-3,4-dihydro-2H-quinoxalin-1-yl)-8-tetrahydrofuran-3-yl-pyrido[2,3-d]pyrimidin-7-one C1(CC1)NC=1N=CC2=C(N1)N(C(C(=C2)N2CCNC1=C(C=CC=C21)C)=O)C2COCC2